FC1=CC=C(C=C1)C1=NN(C=C1C=1C=2N(N=CC1)C(=CN2)N(C)C)C 8-[3-(4-fluorophenyl)-1-methylpyrazol-4-yl]-N,N-dimethylimidazo[1,2-b]pyridazin-3-amine